C(C=C)(=O)OCCC(C(C)OC(F)(F)F)C 3-(2-acryloyloxyethyl)-2-trifluoromethyloxybutane